[I-].[NH+]1=C(C=CC=C1)C N-picolinium iodide